BrC=1C(=CC(=C(C1)C#CCNC(OC(C)(C)C)=O)NS(=O)(=O)C1=CC=C(C=C1)C)OC tert-butyl (3-(5-bromo-4-methoxy-2-((4-methylphenyl)sulfonamido)phenyl)prop-2-yn-1-yl)carbamate